C(C1=CC=CC=C1)OC=1C(=NC=NC1)C(=O)N1CCN(CC1)C1=C(N(C=2N(C1=O)N=C(N2)Br)CC(=O)NC2=C(C=C(C=C2)C(F)(F)F)Cl)CC 2-(6-(4-(5-(benzyloxy)pyrimidine-4-carbonyl)piperazin-1-yl)-2-bromo-5-ethyl-7-oxo-[1,2,4]triazolo[1,5-a]pyrimidin-4(7H)-yl)-N-(2-chloro-4-(trifluoromethyl)phenyl)acetamide